C(C)(C)N1N=NC2=C1CCC(C2)CCC(=O)NN 3-(1-isopropyl-4,5,6,7-tetrahydro-1H-benzo[d][1,2,3]triazol-5-yl)propanehydrazide